BrC=1C=C2C(N(C(=NC2=CC1)[C@H](CCC)N1CCN([C@H](CC1)C)C)CC)=O 6-bromo-2-((S)-1-((S)-4,5-dimethyl-1,4-diazepan-1-yl)butyl)-3-ethylquinazolin-4(3H)-one